3-(5-(((1R,2S)-2-(4,4-difluoropiperidin-1-yl)cyclopentyl)oxy)-1-oxoisoindolin-2-yl)piperidine-2,6-dione FC1(CCN(CC1)[C@@H]1[C@@H](CCC1)OC=1C=C2CN(C(C2=CC1)=O)C1C(NC(CC1)=O)=O)F